ClC=1C=C(C=C(C1)Cl)S(=O)(=O)NC=1C=C2CCC(OC2=CC1)C(=O)NOC1OCCCC1 6-((3,5-dichlorophenyl)sulfonamido)-N-((tetrahydro-2H-pyran-2-yl)oxy)chromane-2-carboxamide